ClC=1C(=C(C=CC1)NC1=NC=NC2=CC(=C(C=C12)O[C@H](C)C1=NC=CC=N1)C=1C=NN(C1)C)F (R)-N-(3-chloro-2-fluorophenyl)-7-(1-methyl-1H-pyrazol-4-yl)-6-(1-(pyrimidin-2-yl)ethoxy)quinazolin-4-amine